(4-(2-methoxyphenyl)piperazin-1-yl)(4-((3-(4-(trifluoromethyl)phenyl)-1H-1,2,4-triazol-1-yl)sulfonyl)phenyl)methanone COC1=C(C=CC=C1)N1CCN(CC1)C(=O)C1=CC=C(C=C1)S(=O)(=O)N1N=C(N=C1)C1=CC=C(C=C1)C(F)(F)F